C(C=C)(=O)NC1=NN(C(=C1C(=O)NCC=1C(NC(=C2CCCCC12)C)=O)C)C(C)C1=CC=CC=C1 Acryloylamino-5-methyl-N-((1-methyl-3-oxo-2,3,5,6,7,8-hexahydroisoquinolin-4-yl)methyl)-1-(1-phenylethyl)-1H-pyrazole-4-carboxamide